N-(2-pyridinylmethyl)-N'-(2-phenyl-5,6,7,8-tetrahydro-8-quinolinyl)-1,4-benzenedimethanamine N1=C(C=CC=C1)CNCC1=CC=C(C=C1)CNC1CCCC=2C=CC(=NC12)C1=CC=CC=C1